The molecule is a polyunsaturated fatty acid anion that is the conjugate base of (3E,5Z)-dodecadienoic acid, obtained by deprotonation of the carboxy group; major species at pH 7.3. It is a polyunsaturated fatty acid anion and a medium-chain fatty acid anion. It is a conjugate base of a (3E,5Z)-dodecadienoic acid. CCCCCC/C=C\\C=C\\CC(=O)[O-]